C(C)NC(=O)N1CCC(CC1)CC=1SC(=CN1)C(=O)N 2-((1-(ethylcarbamoyl)piperidin-4-yl)methyl)thiazole-5-carboxamide